6-(5-Chloro-2-((4-((methylsulfonyl)methyl)pyridin-2-yl)amino)pyrimidin-4-yl)-4,4-dimethyl-3,4-Dihydroisoquinolin ClC=1C(=NC(=NC1)NC1=NC=CC(=C1)CS(=O)(=O)C)C=1C=C2C(CN=CC2=CC1)(C)C